2-(4-fluorophenyl)-5-tosyl-5,6-dihydro-4H-pyrrolo[3,4-D]thiazole FC1=CC=C(C=C1)C=1SC2=C(N1)CN(C2)S(=O)(=O)C2=CC=C(C)C=C2